(R)-3-(dimethylamino)-3-(thiophen-3-yl)propionitrile CN([C@H](CC#N)C1=CSC=C1)C